C(C=C)(=O)NC=1C=CC=C2C=CC(=CC12)C1=NC=CC(=N1)C(=O)NC1CCC(CC1)N(C)CC 2-[8-(prop-2-enamido)naphthalen-2-yl]-N-[(1r,4r)-4-[ethyl(methyl)amino]cyclohexyl]pyrimidine-4-carboxamide